CN(C/C=C/C(=O)NC1=CC(=C(C=C1)F)NC1=NC(=NC=C1C1=CC(=CC(=C1)OC)F)NC=1C=NN(C1)C)C (E)-4-(dimethylamino)-N-(4-fluoro-3-((5-(3-fluoro-5-methoxyphenyl)-2-((1-methyl-1H-pyrazol-4-yl)amino)pyrimidin-4-yl)amino)phenyl)but-2-enamide